racemic-tert-butyl (1-Trans-(2-fluorocyclopropyl)-2-oxo-1,2-dihydropyridin-3-yl)carbamate FC1C(C1)N1C(C(=CC=C1)NC(OC(C)(C)C)=O)=O